6-(1-cyclopropyl-1H-pyrazol-4-yl)-4-(6-fluoropyridin-3-yl)pyrazolo[1,5-a]pyridine-3-carbonitrile C1(CC1)N1N=CC(=C1)C=1C=C(C=2N(C1)N=CC2C#N)C=2C=NC(=CC2)F